C1(=CC=CC2=CC=CC=C12)C=CC(=O)O 3-(1-naphthyl)acrylic acid